5-Fluoro-4-iodo-1-((2-(trimethylsilyl)ethoxy)methyl)-1H-pyrazolo[3,4-b]pyridine FC=1C(=C2C(=NC1)N(N=C2)COCC[Si](C)(C)C)I